C1(CC1)S(=O)(=O)NC1=CC(=NC=C1)CNC(=O)C1=NC=C(C=C1)C1=NC(=CN=C1)OC N-[(4-cyclopropanesulfonamidopyridin-2-yl)methyl]-5-(6-methoxypyrazin-2-yl)pyridine-2-carboxamide